CN(C(/C=C/C(=O)N1CC2=C(C(C1)C1=C(C=CC=C1)C=1C(=NN(C1)CC)C(F)(F)F)C=C(S2)C#N)(C)C)C (E)-6-(4-(Dimethylamino)-4-methylpent-2-enoyl)-4-(2-(1-ethyl-3-(trifluoromethyl)-1H-pyrazol-4-yl)phenyl)-4,5,6,7-tetrahydrothieno[2,3-c]pyridine-2-carbonitrile